2-bromo-4-chloro-3-fluoropyridine BrC1=NC=CC(=C1F)Cl